4-{(S)-2-(4-Cyclohexylthiazol-2-yl)-2-[(S)-2-(methoxycarbonylamino)-3-phenyl-propanamido]ethyl}phenyl-sulfamic acid C1(CCCCC1)C=1N=C(SC1)[C@H](CC1=CC=C(C=C1)NS(O)(=O)=O)NC([C@H](CC1=CC=CC=C1)NC(=O)OC)=O